OCC(COC1=CC=C(C[C@H](N)C(=O)O)C=C1)(CCI)CO O-(3-hydroxy-2-(hydroxymethyl)-2-(iodoethyl)propyl)-L-tyrosine